rac-tert-butyl {[4-(but-3-en-2-yl)-2,5-dioxoimidazolidin-4-yl]methyl}carbamate CC(C=C)C1(NC(NC1=O)=O)CNC(OC(C)(C)C)=O